FC(C(=O)O)(F)F.CC1(CN(CCN1)C1=C2C(=NC=C1)N(CC2)C(=O)NC2=CC=1C(N=C2OC)=NN(C1)C)C 4-(3,3-dimethylpiperazin-1-yl)-N-(6-methoxy-2-methyl-2H-pyrazolo[3,4-b]pyridin-5-yl)-2,3-dihydro-1H-pyrrolo[2,3-b]pyridine-1-carboxamide 2,2,2-trifluoroacetate